2-(dimethylamino)-1-(4-(3-isopropyl-2-(7-methylpyrazolo[1,5-a]pyridin-5-yl)-1H-indol-5-yl)piperidin-1-yl)ethan-1-one CN(CC(=O)N1CCC(CC1)C=1C=C2C(=C(NC2=CC1)C1=CC=2N(C(=C1)C)N=CC2)C(C)C)C